N1=C(C=CC2=CC=CC=C12)CC(O)C1=CC(=CC=C1)C(F)(F)F 2-quinoline-2-yl-1-(3-trifluoromethyl-phenyl)ethanol